2,5-bis(3-carboxyanilino)-1,4-benzoquinone C(=O)(O)C=1C=C(NC=2C(C=C(C(C2)=O)NC2=CC(=CC=C2)C(=O)O)=O)C=CC1